CN(C)C[C@@H]1N(CCC1)C1=C(C=C(C(=C1)OC)NC1=NC=CC(=C1)N1CC(C2=NC(=CC=C21)C)(C)C)N (R)-4-(2-((dimethylamino)methyl)pyrrolidin-1-yl)-6-methoxy-N1-(4-(3,3,5-trimethyl-2,3-dihydro-1H-pyrrolo[3,2-b]pyridin-1-yl)pyridin-2-yl)benzene-1,3-diamine